tert-Butyl (S)-2-amino-7-methyl-3-(thiazolo[4,5-c]pyridin-2-yl)-4,7-dihydrothieno[2,3-c]pyridine-6(5H)-carboxylate NC1=C(C2=C([C@@H](N(CC2)C(=O)OC(C)(C)C)C)S1)C=1SC2=C(C=NC=C2)N1